4-((2-(6,8-dioxa-2-azaspiro[3.5]nonan-7-yl)ethyl)((4-methyl-cyclohexyl)methyl)amino)benzonitrile C1NCC12COC(OC2)CCN(C2=CC=C(C#N)C=C2)CC2CCC(CC2)C